(S)-(2R,3R,11bR)-3-isobutyl-9,10-dimethoxy-2,3,4,6,7,11b-hexahydro-1H-pyrido[2,1-a]isoquinolin-2-yl 2-methylbutyrate C[C@H](C(=O)O[C@@H]1C[C@H]2N(CCC3=CC(=C(C=C23)OC)OC)C[C@H]1CC(C)C)CC